ClC=CC(F)F 1-Chloro-3,3-difluoropropene